12-cinnamoyldodecanoic acid C(C=CC1=CC=CC=C1)(=O)CCCCCCCCCCCC(=O)O